[O-]P([O-])(=O)OP(=O)([O-])OP(=O)([O-])[O-].C(CCC)[N+](CCCC)(CCCC)CCCC.C(CCC)[N+](CCCC)(CCCC)CCCC.C(CCC)[N+](CCCC)(CCCC)CCCC.C(CCC)[N+](CCCC)(CCCC)CCCC.C(CCC)[N+](CCCC)(CCCC)CCCC tetrabutylammonium triphosphate